N(=[N+]=[N-])C(C(=O)O)C 2-AZIDOPROPANOIC ACID